(octamethyl-octa-hydro-dibenzofluorenyl)zirconium dichloride [Cl-].[Cl-].CC12C3C(=C4C=5C=CC=CC5CC4=C1C(C(C(C2(C)C)(C)C)(C)C)(C)[Zr+2])C=CCC3